NCCOCCOCCOCC(=O)N[C@H](C(=O)N1[C@@H](C[C@H](C1)O)C(=O)NCC1=CC=C(C=C1)C1=C(N=CS1)C)C(C)(C)C (2S,4R)-1-[(2S)-2-(2-[2-[2-(2-aminoethoxy)ethoxy]ethoxy]acetamido)-3,3-dimethylbutanoyl]-4-hydroxy-N-[[4-(4-methyl-1,3-thiazol-5-yl)phenyl]methyl]pyrrolidine-2-carboxamide